tert-butyl (2R,3S)-3-((tert-butyldimethylsilyl)oxy)-2-((E)-3-ethoxy-3-oxoprop-1-en-1-yl)piperidine-1-carboxylate [Si](C)(C)(C(C)(C)C)O[C@@H]1[C@H](N(CCC1)C(=O)OC(C)(C)C)\C=C\C(=O)OCC